1-[4-[1-(2,6-dioxo-3-piperidyl)-3-methyl-2-oxo-benzimidazol-5-yl]phenyl]-3-[2-[[8-fluoro-6-hydroxy-7-(1,1,4-trioxo-1,2,5-thiadiazolidin-2-yl)-2-naphthyl]oxy]ethyl]urea O=C1NC(CCC1N1C(N(C2=C1C=CC(=C2)C2=CC=C(C=C2)NC(=O)NCCOC2=CC1=C(C(=C(C=C1C=C2)O)N2S(NC(C2)=O)(=O)=O)F)C)=O)=O